C(C)OC(=O)C1=NC(=CC=C1CN1C=NC(=C1)C(=O)OCC)N1CC2(CC2)C1 6-{5-Azaspiro[2.3]hex-5-yl}-3-{[4-(ethoxycarbonyl)-1H-imidazol-1-yl]methyl}pyridine-2-carboxylic acid ethyl ester